2-methyl-2-(4-morpholinyl)-1-(4-(methylthio)phenyl)-1-propanone CC(C(=O)C1=CC=C(C=C1)SC)(C)N1CCOCC1